O=C1NC(CC2=CC(=CC=C12)COC(=O)NC1=CC=C(CN2N=C(C(=C2C)CC(=O)O)C)C=C1)=O 2-(1-(4-((((1,3-dioxo-1,2,3,4-tetrahydroisoquinolin-6-yl)methoxy)carbonyl)amino)benzyl)-3,5-dimethyl-1H-pyrazol-4-yl)acetic acid